C(C)(=O)OC=CCC(CCCC)CC 2-ethylhexyl-vinyl acetate